6-(1,3-oxazol-2-yl)pyridin-3-amine O1C(=NC=C1)C1=CC=C(C=N1)N